p-(2,2-diphenylvinyl)-N,N-diphenylaniline C1(=CC=CC=C1)C(=CC1=CC=C(N(C2=CC=CC=C2)C2=CC=CC=C2)C=C1)C1=CC=CC=C1